C(=O)OC1=C(C(=CC=C1)F)C1=C2C(=C(N=N1)N[C@H]1CN(CCC1)CCO)C=NC=C2 3-Fluoro-2-[4-[[(3R)-1-(2-hydroxyethyl)-3-piperidinyl]amino]pyrido[3,4-d]-pyridazin-1-yl]phenol formate